4-(4-Butyl-2,6-dihydroxyphenyl)-1-ethylindolin-2-one C(CCC)C1=CC(=C(C(=C1)O)C1=C2CC(N(C2=CC=C1)CC)=O)O